N1N=NN=C1C1=CC=C(C=C1)NC(CCCN1C(S\C(\C1=O)=C/C=1C=NC(=CC1)CC)=O)=O (Z)-N-(4-(1H-tetrazol-5-yl)phenyl)-4-(5-((6-ethylpyridin-3-yl)methylene)-2,4-dioxothiazolidin-3-yl)butanamide